[N-](S(=O)(=O)C(F)(F)F)S(=O)(=O)C(F)(F)F.C(=C)N1CN(C=C1)CCCC 1-vinyl-3-butyl-imidazole trifluoromethanesulfonimide salt